C1(CC1)N(C(OC(C)(C)C)=O)[C@H]1C[C@H](NCC1)C1=CC=CC=C1 tert-Butyl cyclopropyl((2S,4R)-2-phenylpiperidin-4-yl)carbamate